(S)-4-(2-(tert-Butoxycarbonylamino)-2-(4-propylthiazol-2-yl)ethyl)phenyl-sulfamic acid C(C)(C)(C)OC(=O)N[C@@H](CC1=CC=C(C=C1)NS(O)(=O)=O)C=1SC=C(N1)CCC